1,1,1,2,2,3,5,5,6,6,7,7,7-tridecafluoro-3-heptene FC(C(C(=CC(C(C(F)(F)F)(F)F)(F)F)F)(F)F)(F)F